spiro[cyclohexane-1,1'-isoquinoline]-4'-one C12(N=CC(C3=CC=CC=C13)=O)CCCCC2